(1-adamantyl)-1-methylethyl carbamate C(N)(OC(C)(C)C12CC3CC(CC(C1)C3)C2)=O